CC=1C(=CC2=C(N=C3N2CCC3)C1)N 6-methyl-2,3-dihydro-1H-benzo[d]pyrrolo[1,2-a]imidazol-7-amine